4-(2-methylpyridin-4-yl)-7-(4,4,5,5-tetramethyl-1,3,2-dioxaborolan-2-yl)-1H-indazole CC1=NC=CC(=C1)C1=C2C=NNC2=C(C=C1)B1OC(C(O1)(C)C)(C)C